NC1=CC=C2C(=CNC2=C1)S(=O)(=O)NC1=C(C=C(C=C1)C#N)F 6-amino-N-(4-cyano-2-fluorophenyl)-1H-indole-3-sulfonamide